2-(3-(2-(2-Aminoethoxy)ethoxy)propionylamino)-N-(5-methyl-oxazol-2-yl)benzamide 5-(6-Fluoroquinolin-2-yl)-2-isopropyl-1,3-phenylenedi(hydrogen sulfate) FC=1C=C2C=CC(=NC2=CC1)C=1C=C(C(=C(C1)OS(=O)(=O)O)C(C)C)OS(=O)(=O)O.NCCOCCOCCC(=O)NC1=C(C(=O)NC=2OC(=CN2)C)C=CC=C1